The molecule is an (S)-3-hydroxyacyl-CoA(4-) obtained by deprotonation of the phosphate and diphosphate OH groups of (3S)-3-hydroxyoleoyl-CoA; major species at pH 7.3. It is a monounsaturated fatty acyl-CoA(4-) and a long-chain (3S)-hydroxy fatty acyl-CoA(4-). It is a conjugate base of a (3S)-3-hydroxyoleoyl-CoA. CCCCCCCC/C=C\\CCCCC[C@@H](CC(=O)SCCNC(=O)CCNC(=O)[C@@H](C(C)(C)COP(=O)([O-])OP(=O)([O-])OC[C@@H]1[C@H]([C@H]([C@@H](O1)N2C=NC3=C(N=CN=C32)N)O)OP(=O)([O-])[O-])O)O